CCCCCCCCC(C)C isoundecane